CN1CCN(CC1)C1=NC=2N(C(=N1)N)N=CC2C=2SC=CN2 2-(4-methylpiperazin-1-yl)-8-(1,3-thiazol-2-yl)pyrazolo[1,5-a][1,3,5]triazin-4-amine